(S) or (R)-tert-Butyl 4-[[1-[3-[(2,2-difluoro-1,3-benzodioxol-5-yl)-methyl-carbamoyl]phenyl]-3-(trifluoromethyl)-6,7-dihydro-4H-pyrano[4,3-c]pyrazol-7-yl]oxy]benzoate FC1(OC2=C(O1)C=CC(=C2)N(C(=O)C=2C=C(C=CC2)N2N=C(C1=C2[C@@H](COC1)OC1=CC=C(C(=O)OC(C)(C)C)C=C1)C(F)(F)F)C)F |o1:24|